C1(CC1)C(=O)NCCCCCCC=1N=C(N(C1)C1=CC=CC=C1)NC(C1=CC(=CC=C1)C=1C=C2C=NNC2=CC1)=O N-(4-(6-(cyclopropanecarboxamido)hexyl)-1-phenyl-1H-imidazol-2-yl)-3-(1H-indazol-5-yl)benzamide